C1(CC1)C1=NC(=CC(=C1)C1=C(C=C(C#N)C=C1)C1=NN=CN1C)C=1OC2=C(N1)C=C(C=C2F)CO 4-{2-cyclopropyl-6-[7-fluoro-5-(hydroxymethyl)-1,3-benzooxazol-2-yl]Pyridin-4-yl}-3-(4-methyl-1,2,4-triazol-3-yl)benzonitrile